FC=1C=CC(=C2CCN(CC12)C(=O)OCC1=CC=CC=C1)C=C1CCNCC1 benzyl 8-fluoro-5-(4-piperidinylidenemethyl)-3,4-dihydro-1H-isoquinoline-2-carboxylate